S-nitroso-N-acetyl-L-methionine N(=O)[S+](CC[C@H](NC(C)=O)C(=O)O)C